1-((triisopropylsilyl)ethynyl)-6,7-dihydro-7,14-methanobenzo[f]benzo[4,5]imidazo[1,2-a][1,4]diazocin-5(14H)-one C(C)(C)[Si](C(C)C)(C(C)C)C#CC1=CC=CC=2C(NC3C=4N(C(C21)C3)C3=C(N4)C=CC=C3)=O